17-hydroxypregnene O[C@]1(C=C)CC[C@H]2[C@@H]3CCC4CCCC[C@]4(C)[C@H]3CC[C@]12C